N,N-dimethyl-acrylamide dimethyl-2-(2,5-dithia-7-azabicyclo[2.2.1]heptan-7-yl)terephthalate COC(C1=C(C=C(C(=O)OC)C=C1)N1C2SCC1SC2)=O.CN(C(C=C)=O)C